C(C)OC(C)(C)CC tertamyl ethyl ether